(4-chlorophenyl)-5-((3-methoxybenzyl)(methyl)amino)-7-(1H-pyrazol-4-yl)pyrazolo[1,5-a]pyrimidine-2-carboxamide ClC1=CC=C(C=C1)C=1C(=NN2C1N=C(C=C2C=2C=NNC2)N(C)CC2=CC(=CC=C2)OC)C(=O)N